(4-methoxyphenyl)-boronic acid COC1=CC=C(C=C1)B(O)O